ClC1=CC(=CC(=N1)N(CC1=CC=C(C=C1)OC)CC1=CC=C(C=C1)OC)C 6-chloro-N,N-bis[(4-methoxyphenyl)methyl]-4-methyl-pyridin-2-amine